(4-bromobutyl)dichloro(methyl)silane Methyl-(R)-1-(3-(5-(3-hydroxy-1-methyl-2-oxopyrrolidin-3-yl)isoxazol-3-yl)phenyl)-4,5,6,7-tetrahydro-1H-indazole-3-carboxylate COC(=O)C1=NN(C=2CCCCC12)C1=CC(=CC=C1)C1=NOC(=C1)[C@]1(C(N(CC1)C)=O)O.BrCCCC[Si](C)(Cl)Cl